C(C)C1=C(C=C(C=C1)S(=O)(=O)C1=CC=CC=C1)S(=O)(=O)N 2-ethyl-5-(phenylsulfonyl)benzenesulfonamide